ClC1=CC=C(C=C1)[C@@H]1C[C@H](C[C@H]1C(=O)N1CCOCC1)NC(C)=O |o1:7,9,11| rel-N-[(1R,3R,4R)-3-(4-chlorophenyl)-4-(morpholine-4-carbonyl)cyclopentyl]acetamide